N'-tetrahydroxypropylethylenediamine OC(CC(O)(O)O)NCCN